(S)-2-(3,3-diethylureido)-4-(((S)-2-fluoro-3-methoxypropyl)(4-(5,6,7,8-tetrahydro-1,8-naphthyridin-2-yl)butyl)amino)butanoic acid C(C)N(C(N[C@H](C(=O)O)CCN(CCCCC1=NC=2NCCCC2C=C1)C[C@@H](COC)F)=O)CC